FCOC(=O)C1CC1 (fluoromethyl)cyclopropane-1-carboxylate